BrC1=CC=C(S1)C(=O)NC1=CC=C(C=C1)CNC(OC(C)(C)C)=O tert-butyl N-{[4-(5-bromothiophene-2-amido)phenyl]methyl}carbamate